Ethyl (S)-2-((4-(2-(4-chloro-2-fluorophenyl)-2-methylbenzo[d][1,3]dioxol-4-yl)piperidin-1-yl)methyl)-4-methyl-1-((2-(trimethylsilyl)ethoxy)methyl)-1H-imidazole-5-carboxylate ClC1=CC(=C(C=C1)[C@@]1(OC2=C(O1)C=CC=C2C2CCN(CC2)CC=2N(C(=C(N2)C)C(=O)OCC)COCC[Si](C)(C)C)C)F